ClC1=CC=CN2C=C(C=C12)C(=O)N([C@@H](C)C1=CNC(C2=CC=CC=C12)=O)C (S)-8-chloro-N-methyl-N-(1-(1-oxo-1,2-dihydroisoquinolin-4-yl)ethyl)indolizine-2-carboxamide